1-(3-phenyl-1H-pyrazol-5-yl)-4,6-dihydropyrrolo[3,4-c]pyrazole-5(1H)-carbonitrile C1(=CC=CC=C1)C1=NNC(=C1)N1N=CC2=C1CN(C2)C#N